4-(((2R)-4-(3-hydroxypyrrolidin-1-yl)-4-oxo-1-(phenylsulfanyl)butan-2-yl)amino)-3-((trifluoromethyl)sulfonyl)benzenesulfonamide OC1CN(CC1)C(C[C@H](CSC1=CC=CC=C1)NC1=C(C=C(C=C1)S(=O)(=O)N)S(=O)(=O)C(F)(F)F)=O